N1N=CC2=C(C=CC=C12)NC(CC(C)(C)C)=O N-(1H-indazol-4-yl)-3,3-dimethylbutyramide